FC(CN1C(C2=CC=CC=C2C1=O)=O)(CCSCCO)F 2-(2,2-Difluoro-4-((2-hydroxyethyl)thio)butyl)isoindoline-1,3-dione